(tert-butoxycarbonyl)-N-cyclopropyl-D-alaninamide C(C)(C)(C)OC(=O)N[C@H](C)C(=O)NC1CC1